N1=C2C(=NC=C1)NC=C2C=2SC=C(N2)C=2C=C(C=CC2C)[C@]2(C(N(CC2)C)=O)O (R)-3-(3-(2-(5H-Pyrrolo[2,3-b]pyrazin-7-yl)thiazol-4-yl)-4-methylphenyl)-3-hydroxy-1-methylpyrrolidin-2-one